C(C)(C)(C)OC(N(C)C1=NC(=CC=C1)CCCCO)=O [6-(4-Hydroxy-butyl)-pyridin-2-yl]-methyl-carbamic acid tert-butyl ester